C(C)(=O)NC1CCC(OC1Cl)COC(C)=O 5-acetylamino-2-(acetoxymethyl)-6-chlorotetrahydro-2H-pyran